C(C)OP(C1=CC=C(C=C1)F)C1=CC=CC=C1 ethoxyphenyl-(4-fluorophenyl)phosphine